[N+](=O)([O-])[O-].[Pt+2].N1=C(C=CC=C1)C1=NC=CC=C1C1=NC=CC=C1.[N+](=O)([O-])[O-] (terpyridyl) platinum (II) nitrate